(4-(4-chloroquinolin-6-yl)-3-fluorophenyl)(piperidin-1-yl)methanone ClC1=CC=NC2=CC=C(C=C12)C1=C(C=C(C=C1)C(=O)N1CCCCC1)F